NC1=C2N=CN(C2=NC(=N1)OCCO)C1OCCCC1 2-((6-amino-9-(tetrahydro-2H-pyran-2-yl)-9H-purin-2-yl)oxy)ethan-1-ol